trans-N-[5-[5-[(4,4-difluoro-1-piperidinyl)methyl]-2-thienyl]-[1,2,4]triazolo[1,5-a]pyridin-2-yl]-2-fluorocyclopropanecarboxamide FC1(CCN(CC1)CC1=CC=C(S1)C1=CC=CC=2N1N=C(N2)NC(=O)[C@H]2[C@@H](C2)F)F